ClC=1C(=NC(=NC1)NC1=CC=C(C=C1)N1CCC(CC1)N1CCN(CC1)C)C(=O)NC1=C(C=CC=C1F)Cl 5-chloro-N-(2-chloro-6-fluorophenyl)-2-((4-(4-(4-methylpiperazin-1-yl)piperidin-1-yl)phenyl)amino)pyrimidine-4-carboxamide